1-(4-(4-(difluoromethoxy)-6-((2-(difluoromethyl)-6-((2,4-dimethoxybenzyl)amino)pyrimidin-4-yl)amino)pyridin-3-yl)-1H-pyrazol-1-yl)propan-2-one FC(OC1=C(C=NC(=C1)NC1=NC(=NC(=C1)NCC1=C(C=C(C=C1)OC)OC)C(F)F)C=1C=NN(C1)CC(C)=O)F